CC1CN(C(=CC1)C1=CC2=C3N(N=C2C=C1)CCN(C3=O)C)C(=O)OC(C)(C)C tert-butyl 3-methyl-6-(2-methyl-1-oxo-1,2,3,4-tetrahydropyrazino[1,2-b]indazol-9-yl)-3,4-dihydropyridine-1(2H)-carboxylate